N1(N=CC=C1)C1=CC=C(CC(C2=CC=CC(=N2)NCC(=O)OC(C)C)NS(=O)(=O)C=2C=NC=CC2)C=C1 isopropyl (6-{[4-(pyrazol-1-yl)benzyl] (pyridin-3-ylsulfonyl) aminomethyl}pyridin-2-ylamino)acetate